N-[2,5-difluoro-4-(trifluoromethyl)phenyl]-6,6-difluoro-1,4,5,7-tetrahydroindole-3-sulfonamide FC1=C(C=C(C(=C1)C(F)(F)F)F)NS(=O)(=O)C1=CNC=2CC(CCC12)(F)F